2-(2,4-dioxotetrahydropyrimidin-1(2H)-yl)-5-((4-(7-fluorochromene-4-ylidene)piperidin-1-yl)methyl)isoindoline-1,3-dione O=C1N(CCC(N1)=O)N1C(C2=CC=C(C=C2C1=O)CN1CCC(CC1)=C1C=COC2=CC(=CC=C12)F)=O